C(C(=O)O)N [14C]glycine